(2S,6R)-tert-butyl 4-((S)-10-(4-fluorophenyl)-3-(methoxymethyl)-5-oxo-9-(trifluoromethyl)-3,5-dihydro-2H-[1,4]thiazino[2,3,4-ij]quinazolin-7-yl)-2,6-dimethylpiperazine-1-carboxylate FC1=CC=C(C=C1)C1=C(C=C2C(=NC(N3C2=C1SC[C@@H]3COC)=O)N3C[C@@H](N([C@@H](C3)C)C(=O)OC(C)(C)C)C)C(F)(F)F